FC1=CC(=CC=2N(C(=NC21)C)C(C)C)C2=NC(=NC=C2C#N)N[C@H]2[C@@H](CN(CC2)S(=O)(=O)C)O 4-[4-fluoro-2-methyl-1-(propan-2-yl)-1H-benzimidazol-6-yl]-2-{[(3r,4r)-3-hydroxy-1-(methylsulfonyl)piperidin-4-yl]amino}pyrimidine-5-carbonitrile